8-((1R,2R)-2-hydroxy-2-methylcyclopentyl)-2-(piperidin-4-ylamino)pyrido[2,3-d]pyrimidin-7(8H)-one O[C@]1([C@@H](CCC1)N1C(C=CC2=C1N=C(N=C2)NC2CCNCC2)=O)C